7-CYANO-8-HYDROXYQUINOLINE C(#N)C1=CC=C2C=CC=NC2=C1O